4-hydroxy-3-(methylsulfonylamino)-N-(4'-(trifluoromethyl)-[1,1'-biphenyl]-4-yl)benzamide OC1=C(C=C(C(=O)NC2=CC=C(C=C2)C2=CC=C(C=C2)C(F)(F)F)C=C1)NS(=O)(=O)C